C1(CCCC1)N1C([C@]2(C(NCC2)=O)CC2=C1N=C(N=C2)NC2=CC(=C(C=C2)N2CCN(CC2)C(C)C)F)=O (R)-8-cyclopentyl-2-((3-fluoro-4-(4-isopropylpiperazin-1-yl)phenyl)amino)-5,8-dihydro-7H-spiro[pyrido[2,3-d]pyrimidine-6,3'-pyrrolidine]-2',7-dione